FC1=CC=C2C[C@@H](C2=C1)NC(=NO)C1=NON=C1OCCCS(N)(=O)=O N-[(7S)-4-fluorobicyclo[4.2.0]octa-1,3,5-trien-7-yl]-N'-hydroxy-4-(3-sulfamoylpropoxy)-1,2,5-oxadiazole-3-carboximidamide